NC1=CC=C2C(=N1)CC[C@H]2NC([C@H](C)NC(=O)[C@@H]2NCCC(=C2)C2=CC(=C(C=C2)F)F)=O (R)-N-((S)-1-(((R)-2-amino-6,7-dihydro-5H-cyclopenta[b]pyridin-5-yl)amino)-1-oxopropan-2-yl)-4-(3,4-difluorophenyl)-1,2,5,6-tetrahydropyridine-2-carboxamide